FC1=CC=C(C=C1)C1C(COC2(CCCC2)C1)C(=O)OC Methyl 9-(4-fluorophenyl)-6-oxaspiro[4.5]decane-8-carboxylate